hypobromous acid, bromide BrBr